COC(C1=C(N=C(C=C1)C=1SC=CC1)CN(S(=O)(=O)C1=CC=C(C=C1)C)CC(=O)OC)=O 2-{[methoxycarbonylmethyl-(4-methylphenylsulfonyl)-amino]-methyl}-6-thiophen-2-yl-nicotinic acid methyl ester